2-bromobenzo[f]quinoline BrC=1C=NC=2C=CC3=C(C2C1)C=CC=C3